FC1=C(C=C(C=C1)C1NCCC1)C1=NC=2C=CNC(C2C(=C1)NC1=NC=C(C=C1)N1CCC(CC1)O)=O 2-(2-fluoro-5-pyrrolidin-2-yl-phenyl)-4-[[5-(4-hydroxy-1-piperidyl)-2-pyridyl]amino]-6H-1,6-naphthyridin-5-one